ClC=1C(=C(C(=CC1)N1N=NN=C1)C1=CC(N2[C@H](CC[C@H]2C1)C=1NC(=CN1)C1=C(C(=NC=C1)NC)F)=O)F (3R,8aS)-7-(3-chloro-2-fluoro-6-(1H-tetrazol-1-yl)phenyl)-3-(5-(3-fluoro-2-(methylamino)pyridin-4-yl)-1H-imidazol-2-yl)-2,3,8,8a-tetrahydroindolizin-5(1H)-one